C(C)[NH2+]CC.BrC=1C=CC=C2C=C(C(=CC12)C(=O)[O-])C(=O)OC 8-bromo-3-(methoxycarbonyl)-2-naphthoic acid, diethylammonium salt